3-((5-chloro-4-(6-methyl-1H-indole-3-yl)pyrimidine-2-yl)amino)-4-cyclopropyl-6-(((3R,5S)-3,5-dimethylpiperazine-1-yl)methyl)phenol ClC=1C(=NC(=NC1)NC=1C=C(C(=CC1C1CC1)CN1C[C@H](N[C@H](C1)C)C)O)C1=CNC2=CC(=CC=C12)C